C1([C@H](O)[C@H](O)[C@@H](O)[C@H](O1)CO)NC(=S)N gulosyl-thiourea